ClC=1N(C2=C(C(=CC=C2C1SC=1C(=C(C(=O)O)C=CC1)F)Cl)F)C=1C=NN(C1)CCC (2,6-dichloro-7-fluoro-1-(1-propyl-1H-pyrazol-4-yl)-1H-indol-3-yl)thio-2-fluorobenzoic acid